1-[3-(methoxymethoxy)-4-(4,4,5,5-tetramethyl-1,3,2-dioxaborolan-2-yl)phenyl]-4-methyl-triazole COCOC=1C=C(C=CC1B1OC(C(O1)(C)C)(C)C)N1N=NC(=C1)C